3-(pyridine-3-yl)-7-azaindole N1=CC(=CC=C1)C1=CNC2=NC=CC=C12